ClC=1C=C(C=C(C1CC1=C(C(=C(C=C1)O)C(C)C)F)Cl)CCC(=O)NC 3-(3,5-dichloro-4-(2-fluoro-4-hydroxy-3-isopropylbenzyl)phenyl)-N-methylpropanamide